(11R)-N-(3-Chloro-4-fluorophenyl)-11-methyl-6,7,10,11-tetrahydro-5H-pyrido-[4',3':3,4]pyrazolo[1,5-a][1,2,4]triazolo[3,4-c][1,4]diazepine-12(13H)-carboxamide ClC=1C=C(C=CC1F)NC(=O)N1CC=2C(=NN3C2C=2N(CCC3)C=NN2)C[C@H]1C